C(C)OC(=O)C=1OC2=C(C1C)C=C(C=C2)S(NCCC2=C(C=CC=C2)C(F)(F)F)(=O)=O 3-methyl-5-(N-(2-(trifluoromethyl)phenethyl)sulfamoyl)benzofuran-2-carboxylic acid ethyl ester